C(CCCCCCCCC\C=C/CCCCCCCC)#N (Z)-11-eicosenenitrile